FC=1C=C2C(=CN(C(C2=CC1F)=O)C)[C@H](C)N(C(=O)C=1NC2=CC(=C(C=C2C1)F)F)C (S)-N-(1-(6,7-difluoro-2-methyl-1-oxo-1,2-dihydroisoquinolin-4-yl)ethyl)-5,6-difluoro-N-methyl-1H-indole-2-carboxamide